C(C1=CC=CC=C1)C1N(CCCC12CCNCC2)S(=O)(=O)C=2C=NC(=CC2)N2CCC(CC2)(F)F Benzyl-2-((6-(4,4-difluoropiperidin-1-yl)pyridin-3-yl)sulfonyl)-2,9-diazaspiro[5.5]undecane